C1(CC1)C1=CC=C2C(=CNC2=C1)S(=O)(=O)Cl 6-cyclopropyl-1H-indole-3-sulfonyl chloride